S1C=NC2=C1C=C(C=C2)\C=C\2/N=C(NC2=O)N[C@@H](CF)C2=CC=CC=C2 |r| (±)-(4Z)-4-(1,3-Benzothiazol-6-ylmethylene)-2-[(2-fluoro-1-phenyl-ethyl)amino]-1H-imidazol-5-one